(1-ACETYL-2,3-DIHYDRO-1H-INDOL-5-YL)BORONIC ACID C(C)(=O)N1CCC2=CC(=CC=C12)B(O)O